FC1=C(C=CC(=C1)C(F)(F)F)COC1CN(C1)C(=O)N1C[C@@H](CC1)C1=CN=NN1 [3-[[2-Fluoro-4-(trifluoromethyl)phenyl]methoxy]azetidin-1-yl]-[(3R)-3-(1H-triazol-5-yl)pyrrolidin-1-yl]methanone